(E)-3-(4-((E)-2-(2-chloro-4-fluorophenyl)-1-(1H-indazol-5-yl)-4-methylpent-1-en-1-yl)phenyl)acrylic acid ClC1=C(C=CC(=C1)F)/C(=C(/C=1C=C2C=NNC2=CC1)\C1=CC=C(C=C1)/C=C/C(=O)O)/CC(C)C